3-[4-(3-chloro-phenoxymethyl)-phenylethynyl]-2-(1H-indol-6-yl)-benzoic Acid ClC=1C=C(OCC2=CC=C(C=C2)C#CC=2C(=C(C(=O)O)C=CC2)C2=CC=C3C=CNC3=C2)C=CC1